4H-thieno[3,2-b]pyrrole-6-sulfonamide S1C=CC=2NC=C(C21)S(=O)(=O)N